CC1(OCCO1)[C@H](CNC(C(=O)OC)C(=O)OC)CC=C dimethyl (S)-2-((2-(2-methyl-1,3-dioxolan-2-yl)pent-4-en-1-yl)amino)malonate